4-(4-cyano-2-methoxyphenyl)-2,8-dimethyl-5-oxo-1,4,5,6-tetrahydro-1,6-naphthyridine-3-carboxamide C(#N)C1=CC(=C(C=C1)C1C(=C(NC=2C(=CNC(C12)=O)C)C)C(=O)N)OC